FC=1C=CC(=C(C#N)C1)N1C[C@@H](CC1)OC1=NC=C(C=C1)C(F)(F)F (R)-5-fluoro-2-(3-(5-(trifluoromethyl)pyridin-2-yloxy)pyrrolidin-1-yl)benzonitrile